CO\N=C(\C)/NC(C1=CC=C(C=C1)C1=NOC(=N1)C(F)(F)F)=O N-[(Z)-N-methoxy-C-methylcarbonimidoyl]-4-[5-(trifluoromethyl)-1,2,4-oxadiazol-3-yl]benzamide